C(C)N(S(=O)(=O)C=1C=NC=C(C1)N1CCCC1)[C@@H](C(F)(F)F)C1=CC=C(C=C1)F (R)-N-ethyl-5-(pyrrolidin-1-yl)-N-(2,2,2-trifluoro-1-(4-fluorophenyl)ethyl)pyridine-3-sulfonamide